FC1(CC(C2(OCCO2)CC1)CON)F O-((8,8-difluoro-1,4-dioxaspiro[4.5]decan-6-yl)methyl)hydroxylamine